ω-nitro-L-arginine [N+](=O)([O-])NC(NCCC[C@H](N)C(=O)O)=N